FC1=CC(=C(C=C1C(NC1=NC=C(C=C1)C(C(F)(F)F)(C)O)=O)NC(=O)C1=CN=C(S1)NC(OC(C)(C)C)=O)C tert-butyl N-[5-[[4-fluoro-2-methyl-5-[[5-(1,1,1-trifluoro-2-hydroxypropan-2-yl)pyridin-2-yl]carbamoyl]phenyl]carbamoyl]-1,3-thiazol-2-yl]carbamate